Cl.N1C=NC=C1CC=1SC=C(N1)[C@H](CC1=CC=C(C=C1)[N+](=O)[O-])N (S)-1-(2-((1H-imidazol-5-yl)methyl)thiazol-4-yl)-2-(4-nitrophenyl)ethylamine hydrochloride